C(C)OC1=C(C=CC=C1)C=1N(C(=C(N1)C1=CC=CC=C1)C1=CC=CC=C1)N1C(=NC(=C1C1=CC=CC=C1)C1=CC=CC=C1)C1=C(C=CC=C1)OCC 2,2'-bis(2-ethoxyphenyl)-4,4',5,5'-tetraphenyl-1,1'-biimidazole